4-(difluoromethyl)-5-(3-iodopropyl)-2-tetrahydropyran-2-yl-pyridazin-3-one FC(C=1C(N(N=CC1CCCI)C1OCCCC1)=O)F